(Sa)-6-(1-(4-(tert-butyl)benzyl)-4-chloro-1H-indole-7-carboxamido)spiro[3.3]heptane C(C)(C)(C)C1=CC=C(CN2C=CC3=C(C=CC(=C23)C(=O)NC2CC3(CCC3)C2)Cl)C=C1